N-[(4-aminophenyl)methyl]-3,6-dichloro-pyridazin-4-amine NC1=CC=C(C=C1)CNC1=C(N=NC(=C1)Cl)Cl